1-(2-(4-isopropyl-5-(8-methyl-[1,2,4]triazolo[1,5-a]pyridin-6-yl)-1H-pyrazol-3-yl)thiazol-5-yl)-N-methylethan-1-amine C(C)(C)C=1C(=NNC1C=1C=C(C=2N(C1)N=CN2)C)C=2SC(=CN2)C(C)NC